biquinoline dichloride [Cl-].[Cl-].N1=C(C=CC2=CC=CC=C12)C1=NC2=CC=CC=C2C=C1